C(C)(C)(C)OC(=O)N1C[C@@H](N(CC1)CC1CCN(CC1)C(=O)OCC1=CC=CC=C1)C tert-butyl-(3S)-4-[(1-benzyloxycarbonyl-4-piperidyl)methyl]-3-methyl-piperazine-1-carboxylate